4-(3,5-dichlorophenyl)piperidine tert-butyl-(S)-3-((4-((3-chloro-2-fluoro-4-(((R)-tetrahydrofuran-2-yl)methoxy)phenyl)amino)pyrido[3,2-d]pyrimidin-6-yl)oxy)pyrrolidine-1-carboxylate C(C)(C)(C)OC(=O)N1C[C@H](CC1)OC=1C=CC=2N=CN=C(C2N1)NC1=C(C(=C(C=C1)OC[C@@H]1OCCC1)Cl)F.ClC=1C=C(C=C(C1)Cl)C1CCNCC1